ClC=1C(=C(CN2CCC(CC2)(C(=O)O)CC2=NC(=CC(=C2F)NC)NC2=NNC(=C2)C)C=CC1)F 1-(3-chloro-2-fluorobenzyl)-4-((3-fluoro-6-((5-methyl-1H-pyrazol-3-yl)amino)-4-(methylamino)pyridin-2-yl)methyl)piperidine-4-carboxylic acid